methyl 5-({[6-(difluoromethyl) pyridin-2-yl] carbonyl} amino)-1H-indazole-6-carboxylate FC(C1=CC=CC(=N1)C(=O)NC=1C=C2C=NNC2=CC1C(=O)OC)F